4-(2-(Ethylamino)propyl)-2-methoxyphenol C(C)NC(CC1=CC(=C(C=C1)O)OC)C